O=C1NC(CCC1C1=NN(C2=CC(=CC=C12)C1CNCC1)C)=O 3-[3-(2,6-dioxo-3-piperidyl)-1-methyl-indazol-6-yl]pyrrolidin